4-(6-bromopyridin-2-yl)-7-ethyl-7H-imidazo[4,5-c]Pyridazine BrC1=CC=CC(=N1)C=1C2=C(N=NC1)N(C=N2)CC